FC1=CC=C(C=C1)C[C@H](C(=O)OCC1=CC=CC=C1)O (2R)-benzyl 3-(4-fluorophenyl)-2-hydroxypropionate